9-tert-butyl-9-borabicyclo-[3.3.1]nonane C(C)(C)(C)B1C2CCCC1CCC2